C(#C)C1=CC(=C(C=N1)C1=C(C2=C(N=CN=C2N)N1C)C1=CC[C@H](CC1)C(=O)N1[C@H](CCC1)C)C 6-(6-ethynyl-4-methylpyridin-3-yl)-7-methyl-5-[(4S)-4-[(2S)-2-methylpyrrolidine-1-carbonyl]cyclohex-1-en-1-yl]-7H-pyrrolo[2,3-d]pyrimidin-4-amine